BrC1=CC=2C3=C(C=NC2C=C1F)N(C(N3C3C(CN(CC3)C)(F)F)=O)C 8-bromo-1-(3,3-difluoro-1-methylpiperidin-4-yl)-7-fluoro-3-methyl-1,3-dihydro-2H-imidazo[4,5-c]quinolin-2-one